(E)-N-(2-(4-(4-((4-([1,2,4]triazolo[1,5-a]pyridin-7-yloxy)-3-methylphenyl)amino)pyrrolo[2,1-f][1,2,4]triazin-5-yl)-1H-pyrazol-1-yl)ethyl)-4-(dimethylamino)but-2-enamide N=1C=NN2C1C=C(C=C2)OC2=C(C=C(C=C2)NC2=NC=NN1C2=C(C=C1)C=1C=NN(C1)CCNC(\C=C\CN(C)C)=O)C